C(C(O)C)(=O)[O-].[NH4+] Ammonium Lactate